3-(4-(((ethyl(methyl)amino)methylene)amino)-5-fluoro-2-methylphenyl)oxetan-3-yl 3-methylbenzoate CC=1C=C(C(=O)OC2(COC2)C2=C(C=C(C(=C2)F)N=CN(C)CC)C)C=CC1